ethyl-hexan C(C)CCCCCC